3-(2-(1-phenyl-1H-pyrazol-4-yl)-N-propylthiazole-4-carboxamido)pyrrolidine-1-carboxylic acid tert-butyl ester C(C)(C)(C)OC(=O)N1CC(CC1)N(C(=O)C=1N=C(SC1)C=1C=NN(C1)C1=CC=CC=C1)CCC